C(C)OC1=C(C=C2CCN(C(C2=C1)CCC1=CNC2=CC=C(C=C12)O)C(=O)N1CCOCC1)OC (7-Ethoxy-1-(2-(5-hydroxy-1H-indol-3-yl)ethyl)-6-methoxy-3,4-dihydroisoquinolin-2(1H)-yl)(morpholinyl)methanone